FC(C=1N=C2N(C3=C(C=C2CC2=CC=C(C=C2)F)N(CC3(C)C)C(=O)OCC3=CC=CC=C3)C1)F benzyl 2-(difluoromethyl)-4-(4-fluorobenzyl)-8,8-dimethyl-7,8-dihydro-6H-imidazo[1,2-a]Pyrrolo[2,3-e]Pyridine-6-carboxylate